1-(3-(((2-chloro-3-nitroquinolin-4-yl)amino)methyl)benzyl)pyrrolidin-2-one ClC1=NC2=CC=CC=C2C(=C1[N+](=O)[O-])NCC=1C=C(CN2C(CCC2)=O)C=CC1